(5R)-3-((6-((S)-amino(4,4-difluorocyclohexyl)methyl)imidazo[1,2-b][1,2,4]triazin-2-yl)methyl)-5-(trifluoromethyl)piperidin-2-one N[C@H](C=1N=C2N(N=C(C=N2)CC2C(NC[C@@H](C2)C(F)(F)F)=O)C1)C1CCC(CC1)(F)F